C1(=CC=CC=C1)OC(NC1=CC(=NN1C1=CC=C(C=C1)C)C(C)(C)C)=O Phenyl-3-tert-butyl-1-p-tolyl-1H-pyrazol-5-ylcarbamat